ClC=1C=C(C=NC1)N[C@@H](C)C(=O)N1[C@@H]2CC([C@H]([C@H]1C(=O)N[C@@H](C[C@H]1C(NCCC1)=O)C#N)CC2)(F)F (1S,3S,4S)-2-((5-chloropyridin-3-yl)-L-alanyl)-N-((S)-1-cyano-2-((S)-2-oxopiperidin-3-yl)ethyl)-5,5-difluoro-2-azabicyclo[2.2.2]octane-3-carboxamide